N7-(trans-3-fluoro-3-methyl-cyclobutyl)pyrazolo[1,5-a]pyrimidine-3,7-dicarboxamide FC1(CC(C1)NC(=O)C1=CC=NC=2N1N=CC2C(=O)N)C